COC(=O)C=1C=CC2=C(N(C(=N2)CN2C(CNCC2)=O)C[C@H]2OCC2)C1 (S)-1-(oxetan-2-ylmethyl)-2-((2-oxopiperazin-1-yl)methyl)-1H-benzo[d]imidazole-6-Carboxylic acid methyl ester